FC(OC1=C(C=CC(=C1)C(F)(F)F)C1=C(N=C(N=N1)N[C@H]1CN(CCC1)CC)C)F (R)-6-(2-(difluoromethoxy)-4-(trifluoromethyl)phenyl)-N-(1-ethylpiperidin-3-yl)-5-methyl-1,2,4-triazine-3-amine